C(C)(=O)C1=C(C=C(C=C1)Cl)C1=CC(NN=C1OCCOC)=O 5-(2-acetyl-5-chlorophenyl)-6-(2-methoxyethoxy)pyridazin-3(2H)-one